(S,E)-(3-(2-(thiophen-2-yl)vinyl)-1H-pyrazol-1-yl)methyl 2-((tert-butoxycarbonyl)oxy)propanoate C(C)(C)(C)OC(=O)O[C@H](C(=O)OCN1N=C(C=C1)\C=C\C=1SC=CC1)C